Cl.Cl.N[C@@H](C(=O)O[C@H]1C[C@@H](C([C@H]1C[C@](C(=O)O)(C1=CC=CC=C1)N)=C)N1C=2N=C(NC(C2N=C1)=O)N)C1=CC=CC=C1 (R)-((1R,3S,5S)-5-((R)-2-amino-2-phenylacetyloxy)-3-(2-amino-6-oxo-1H-purin-9(6H)-yl)-2-methylenecyclopentyl)methyl-2-amino-2-phenylacetic acid dihydrochloride